N-(cyclopropylmethyl)-N-[1-[3-[(Z)-N'-hydroxycarbamimidoyl]pyrazin-2-yl]ethyl]-3,5-bis(trifluoromethyl)benzamide C1(CC1)CN(C(C1=CC(=CC(=C1)C(F)(F)F)C(F)(F)F)=O)C(C)C1=NC=CN=C1/C(/N)=N/O